C1(CC1)OCCN(CCC(C(=O)O)NC(=O)C1(CCOCC1)C1=CC=CC=C1)CCCCC1=NC=2NCCCC2C=C1 4-[2-(cyclopropoxy)ethyl-[4-(5,6,7,8-tetrahydro-1,8-naphthyridin-2-yl)butyl]amino]-2-[(4-phenyltetrahydropyran-4-carbonyl)amino]butanoic acid